ClC1=CC2=C(N=C(NS2(=O)=O)C)C=C1 7-chloro-3-methyl-2H-1,2,4-benzothiadiazine-1,1-dioxide